2-(4-aminophenyl)-5-aminopyridine NC1=CC=C(C=C1)C1=NC=C(C=C1)N